4-t-butyl-5-phenyl-1H-triazole C(C)(C)(C)C=1N=NNC1C1=CC=CC=C1